2-chloro-4-[(3s,3ar)-3-cyclopentyl-7-(4-hydroxypiperidin-1-carbonyl)-3,3a,4,5-tetrahydro-2H-pyrazolo[3,4-f]quinolin-2-yl]benzonitrile ClC1=C(C#N)C=CC(=C1)N1N=C2C=3C=CC(=NC3CC[C@@H]2[C@@H]1C1CCCC1)C(=O)N1CCC(CC1)O